P(OOCC)([O-])([O-])=S ethoxy phosphorothioate